5-[(1R)-1-(3,5-dimethylpyridazin-4-yl)ethoxy]-3-iodo-1-tetrahydropyran-2-yl-indazole (R)-tert-butyl-3-((5-(5,6,7,8-tetrahydro-1,8-naphthyridin-2-yl)pentyl)oxy)pyrrolidine-1-carboxylate C(C)(C)(C)OC(=O)N1C[C@@H](CC1)OCCCCCC1=NC=2NCCCC2C=C1.CC=1N=NC=C(C1[C@@H](C)OC=1C=C2C(=NN(C2=CC1)C1OCCCC1)I)C